5-[Methyl(3-methylsulfonylbenzyl)amino]-2-(pyridin-2-yl)-4,5,6,7-tetrahydro-2H-indazol-3-ol CN(C1CC2=C(N(N=C2CC1)C1=NC=CC=C1)O)CC1=CC(=CC=C1)S(=O)(=O)C